C(#N)C1=NC=CC(C1OCC1=CC=C(C=C1)OC)=O 2-cyano-3-(4-methoxybenzyloxy)-pyridin-4-one